NCCCCCCCCCCCC(=O)O 12-Aminododecanoic acid